C(C1=CC=CC=C1)[C@@H]1[C@H]2CC[C@@H](CN1C1=CC(=CC(N1)=O)N1C[C@H](OCC1)C)C2 6-((1S,2R,5R)-2-benzyl-3-azabicyclo[3.2.1]octan-3-yl)-4-((R)-2-methylmorpholino)pyridin-2(1H)-one